5-[(1E)-2-(3,4-Dimethoxy-phenyl)ethenyl]-1,3-benzenediol COC=1C=C(C=CC1OC)/C=C/C=1C=C(C=C(C1)O)O